methyl-5-fluoro-2-isopropylisonicotinate COC(C1=CC(=NC=C1F)C(C)C)=O